[Si](C)(C)(C(C)(C)C)OCC1=CC=C(C=C1)NC1=C(C(C(=O)OC)=CC=C1)C(=O)OC dimethyl 3-((4-(((tert-butyl dimethylsilyl)oxy)methyl)phenyl)amino)-phthalate